5-(6-chloro-5-methoxy-1-(1-(methoxymethyl)-1H-pyrazol-4-yl)-2-methyl-1H-indole-3-carboxamido)-2-fluorobenzoic acid ClC1=C(C=C2C(=C(N(C2=C1)C=1C=NN(C1)COC)C)C(=O)NC=1C=CC(=C(C(=O)O)C1)F)OC